β,β,1-trimethyl-L-tryptophanamide CC([C@H](N)C(=O)N)(C1=CN(C2=CC=CC=C12)C)C